3-Cyclohexylaminopropan C1(CCCCC1)NCCC